4-amino-6-(4-tert-butylphenyl)-2-chloro-pyridine-3-carboxylic acid NC1=C(C(=NC(=C1)C1=CC=C(C=C1)C(C)(C)C)Cl)C(=O)O